C1(CCCCC1)P(C1=C(C=CC=C1)C1=C(C=CC=C1OC(C)C)OC(C)C)C1CCCCC1 2-Dicyclohexylphosphino-2',6'-diisopropoxy-1,1-biphenyl